N1=C(C=CC=C1)CCNC(=O)C1CC(CCC1C(C)C)C N-(2-(pyridin-2-yl)ethyl)-3-p-menthane-carboxamide